2-anilino-4-methyl-1,3-thiazole-5-carboxylic acid N(C1=CC=CC=C1)C=1SC(=C(N1)C)C(=O)O